C1(=CC=CC=C1)C1=NC(=NC(=N1)C1=CC=CC=C1)N1C=2C=CC=CC2C=2C=C3C(=CC12)C(C1=CC2=C(C=C13)C=1C=CC=CC1C1=CC=CC=C12)(C)C 12-(4,6-diphenyl-1,3,5-triazin-2-yl)-10,10-dimethyl-10,12-dihydrophenanthro[9',10':5,6]indeno[2,1-b]carbazole